FC(CN1CCC(CC1)C1(OC2=C(O1)C(=CC(=C2C)C(=O)NCC=2C(NC(=CC2SC)C)=O)C=2C=NC(=NC2)N2CCOCC2)C)F 2-(1-(2,2-difluoroethyl)piperidine-4-yl)-2,4-dimethyl-N-((6-methyl-4-(methylthio)-2-oxo-1,2-dihydropyridin-3-yl)methyl)-7-(2-morpholinopyrimidin-5-yl)benzo[d][1,3]dioxole-5-carboxamide